CC(C(=O)[O-])CC(=O)[O-] methylsuccinat